CC1=NN(C=C1NC1=NC=C(C(=N1)NCCCN1CCOCCC1=O)C#N)C1CC2CCC(C1)N2C 2-((3-methyl-1-(8-methyl-8-azabicyclo[3.2.1]octan-3-yl)-1H-pyrazol-4-yl)amino)-4-((3-(5-oxo-1,4-oxazepan-4-yl)propyl)amino)pyrimidine-5-carbonitrile